NC=1C=2N(C3=CC(=CC=C3N1)C(=O)N([C@@H]1COC3=C1C=CC(=C3)C(F)(F)F)C)C(=NC2)C2CC2 (S)-4-amino-1-cyclopropyl-N-methyl-N-(6-(trifluoromethyl)-2,3-dihydrobenzofuran-3-yl)imidazo[1,5-a]quinoxaline-8-carboxamide